N-(tert-Butyl)-4-(chroman-5-ylamino)-5-(6-azaspiro[2.5]octan-6-yl)quinazoline-7-sulfonamide C(C)(C)(C)NS(=O)(=O)C1=CC(=C2C(=NC=NC2=C1)NC1=C2CCCOC2=CC=C1)N1CCC2(CC2)CC1